trans-N-{2-fluoro-3-[6-oxo-4-(trifluoromethyl)-1,6-dihydropyrimidin-2-yl]-4-(trifluoromethyl)benzyl}-3-{[3-(trifluoromethyl)benzyl]oxy}cyclobutane-1-carboxamide FC1=C(CNC(=O)[C@@H]2C[C@H](C2)OCC2=CC(=CC=C2)C(F)(F)F)C=CC(=C1C=1NC(C=C(N1)C(F)(F)F)=O)C(F)(F)F